ClC1=NC=C(C(=N1)NC=1C(=NC=CC1)N(C)C)C(=C)OCC N3-(2-chloro-5-(1-ethoxyvinyl)pyrimidin-4-yl)-N2,N2-dimethylpyridine-2,3-diamine